BrC1=CC=CC(=N1)NC(=O)[C@H]1N(C[C@@H](C1)F)C(CN1N=C(C2=CC(=CC=C12)C=1C=NC(=NC1)C)C(CP(OC)(OC)=O)=O)=O dimethyl (2-(1-(2-((2S,4R)-2-((6-bromopyridin-2-yl)carbamoyl)-4-fluoropyrrolidin-1-yl)-2-oxoethyl)-5-(2-methylpyrimidin-5-yl)-1H-indazol-3-yl)-2-oxoethyl)phosphonate